6,6'-biphenyl C1=CC=CC=C1C1=CC=CC=C1